((3R,4S)-1-(5-(6-(2-fluoroethoxy)-1H-pyrazolo[3',4':3,4]pyrazolo[1,5-a]pyridin-4-yl)pyridin-2-yl)-3-hydroxypiperidin-4-yl)amino tert-butyl carbonate C(ON[C@@H]1[C@@H](CN(CC1)C1=NC=C(C=C1)C=1C=2N(C=C(C1)OCCF)N=C1C2C=NN1)O)(OC(C)(C)C)=O